2,7-dimethyl-5-(4,4,5,5-tetramethyl-1,3,2-dioxaborolan-2-yl)indazole CN1N=C2C(=CC(=CC2=C1)B1OC(C(O1)(C)C)(C)C)C